(2S)-2-({2'-ethoxy-5-[(2R)-4-[6-ethoxy-2-(trifluoromethyl)pyridine-3-carbonyl]-2-ethylpiperazin-1-yl]-[2,3'-bipyridin]-6-yl}oxy)propan-1-amine C(C)OC1=NC=CC=C1C1=NC(=C(C=C1)N1[C@@H](CN(CC1)C(=O)C=1C(=NC(=CC1)OCC)C(F)(F)F)CC)O[C@H](CN)C